5-(8-(3,3-difluoro-4-((5-(trifluoromethyl)pyrazin-2-yl)oxy)pyrrolidin-1-yl)imidazo[1,2-b]pyridazin-6-yl)pyrimidine-2,4(1H,3H)-dione FC1(CN(CC1OC1=NC=C(N=C1)C(F)(F)F)C=1C=2N(N=C(C1)C=1C(NC(NC1)=O)=O)C=CN2)F